O[C@@]1(C(N(CC1)C)=O)C1=CC(=NO1)C1=CC(=CC=C1)C1=CC(=C2C(=N1)NN=C2)C(F)(F)F (R)-3-Hydroxy-1-methyl-3-(3-(3-(4-(trifluoromethyl)-1H-pyrazolo[3,4-b]pyridin-6-yl)phenyl)isoxazol-5-yl)pyrrolidin-2-one